nitrogen ((2,3-dihydrobenzo[b][1,4]dioxin-5-yl)methyl)-2-(9-(pyridin-2-yl)-6-oxaspiro[4.5]decan-9-yl)ethylamine O1C2=C(OCC1)C(=CC=C2)CNCCC2(CCOC1(CCCC1)C2)C2=NC=CC=C2.[N]